BrC(C(=O)C1=CC=C(C=C1)Cl)C(C1=CC=CC=C1)Br 2,3-dibromo-1-(4-chlorophenyl)-3-phenylpropan-1-one